3-(8-(4-acetylphenyl)-2-(4-(2-morpholinoethoxy)phenyl)imidazo[1,2-a]pyridin-6-yl)benzonitrile C(C)(=O)C1=CC=C(C=C1)C=1C=2N(C=C(C1)C=1C=C(C#N)C=CC1)C=C(N2)C2=CC=C(C=C2)OCCN2CCOCC2